Tetramethylolmethane tetraacrylate C(C=C)(=O)O.C(C=C)(=O)O.C(C=C)(=O)O.C(C=C)(=O)O.C(O)C(CO)(CO)CO